NC=1C(=C(C=CC1C1=C(C=NN1C)C#N)CN(C(=O)C=1C=NC(=CC1)C1CC1)C1=C(C=C(C=C1)F)S(=O)(=O)C)F N-{[3-amino-4-(4-cyano-1-methyl-1H-pyrazol-5-yl)-2-fluorophenyl]methyl}-6-cyclopropyl-N-(4-fluoro-2-methanesulfonylphenyl)pyridine-3-carboxamide